FC1=C(CO[C@@H]2C[C@H](C2)C(=O)NCC2=C(C(=C(C=C2)C(F)(F)F)C=2NC(C=C(N2)C(F)(F)F)=O)F)C=CC(=C1)F trans-3-[(2,4-difluorobenzyl)oxy]-N-{2-fluoro-3-[6-oxo-4-(trifluoromethyl)-1,6-dihydropyrimidin-2-yl]-4-(trifluoromethyl)benzyl}cyclobutane-1-carboxamide